octacosanyl 2-hexyldecanoate C(CCCCC)C(C(=O)OCCCCCCCCCCCCCCCCCCCCCCCCCCCC)CCCCCCCC